2-isopropylpyrazolo[1,5-a]pyrimidine-5,7-diol C(C)(C)C1=NN2C(N=C(C=C2O)O)=C1